N,N-bis(3-aminopropyl)-4-[[2-chloro-6-[4-[4-[(4R)-4-amino-2-oxo-pyrrolidin-1-yl]phenyl]sulfonylpiperazin-1-yl]-4-pyridyl]-difluoro-methyl]norbornane-1-carboxamide NCCCN(C(=O)C12CCC(CC1)(C2)C(F)(F)C2=CC(=NC(=C2)N2CCN(CC2)S(=O)(=O)C2=CC=C(C=C2)N2C(C[C@H](C2)N)=O)Cl)CCCN